CC=1SC2=C(N1)C=CC(=C2)C2=CNC=1N=C(N=CC12)NCC1(CC1)C 5-(2-methylbenzo[d]thiazol-6-yl)-N-((1-methylcyclopropyl)methyl)-7H-pyrrolo[2,3-d]pyrimidin-2-amine